FC(C=1N=CC(=NC1)OC12CC(C1)(C2)C2CN(C2)C(=O)OC(C)(C)C)(F)F tert-butyl 3-[3-[5-(trifluoromethyl)pyrazin-2-yl]oxy-1-bicyclo[1.1.1]pentanyl]azetidine-1-carboxylate